ClC1=C(C=C2C=C(N=CC2=C1)NC(=O)[C@@H]1[C@H]([C@H]1C=1C=NN(C1)C)CC)C1CCN(CC1)[C@@]1(COC[C@@H]1F)C (1R,2S,3R)-N-(7-chloro-6-(1-((3R,4R)-4-fluoro-3-methyltetrahydrofuran-3-yl)piperidin-4-yl)isoquinolin-3-yl)-2-ethyl-3-(1-methyl-1H-pyrazol-4-yl)cyclopropane-1-carboxamide